C1C(CC12CCC2)NC(=O)NCC2=CC(=NC=C2)OCC(F)(F)F 1-Spiro[3.3]hept-2-yl-3-[2-(2,2,2-trifluoro-ethoxy)-pyridin-4-ylmethyl]-urea